tert-butyl N-[[4-[6-(4-hydroxybut-1-ynyl)pyrrolo[2,1-f][1,2,4]triazin-4-yl]-2-methyl-phenyl]methyl]carbamate OCCC#CC=1C=C2C(=NC=NN2C1)C1=CC(=C(C=C1)CNC(OC(C)(C)C)=O)C